2-(((4-Cyano-7-(5-isopropylthiazol-2-yl)-2,3-dihydrobenzofuran-5-yl)amino)methyl)-N-hydroxyacrylamide C(#N)C1=C(C=C(C2=C1CCO2)C=2SC(=CN2)C(C)C)NCC(C(=O)NO)=C